ClC1=NC(=C(C(=O)O)C=C1F)NC1=C(C=C(C=C1)F)C 6-chloro-5-fluoro-2-((4-fluoro-2-methylphenyl)amino)nicotinic acid